[2-chloro-3-(3-methyl-4-pyridyl)phenyl]methanon ClC1=C(C=CC=C1C1=C(C=NC=C1)C)C=O